(2R,6R)-2,6-dimethyl-1-piperazinecarboxylic acid tert-butyl ester C(C)(C)(C)OC(=O)N1[C@@H](CNC[C@H]1C)C